ClC=1C=NN2C1C(=CC(=C2)C=2N=NN(C2C)C2CCN(CC2)C(=O)OC(C)(C)C)O tert-butyl 4-[4-(3-chloro-4-hydroxy-pyrazolo[1,5-a]pyridin-6-yl)-5-methyl-triazol-1-yl]piperidine-1-carboxylate